CC1(C2CC=C(C1C2)CCCC(=O)O)C.C(C)(=O)O acetate (2-(6,6-dimethylbicyclo[3.1.1]hept-2-en-2-yl) ethyl acetate)